N(=C=O)C1=CC(=CC(=C1)C(=O)Cl)C(=O)Cl 1-isocyanato-3,5-benzenedicarbonyl chloride